FC(C=1C=C(\C=C/2\C(C3=CC=C(C=C3C2)OCC2=CC=C(C(=O)OC)C=C2)=O)C=C(C1)C(F)(F)F)(F)F methyl (E)-4-(((2-(3,5-bis(trifluoromethyl)-benzylidene)-1-oxo-2,3-dihydro-1H-inden-5-yl)oxy)methyl)benzoate